Cl.N1(CCC12CNC2)S(=O)(=O)C2=CC(=C(C=C2)N2C[C@H](CC2)O)C=2NC1=CC=CC=C1C2 (S)-1-(4-((1,6-diazaspiro[3.3]heptan-1-yl)sulfonyl)-2-(1H-indol-2-yl)phenyl)pyrrolidin-3-ol, Hydrochloride